NC1(CCCC1)C(=O)N1CC2=C(CC1)NC(=N2)C2=NNC1=CC(=CC=C21)C2=C(C=C(C=C2)O)CC (1-aminocyclopentyl)(2-(6-(2-ethyl-4-hydroxyphenyl)-1H-indazol-3-yl)-1,4,6,7-tetrahydro-5H-imidazo[4,5-c]pyridin-5-yl)methanone